C(C1=CC=CC=C1)OC1=C(OC=2C(=NC=CC2)C=O)C=CC=C1 3-(2-(benzyloxy)phenoxy)picolinaldehyde